5-(ethylsulfanyl)-3-methylisothiazole-4-carboxamide-2-d C(C)SC1=C(C(N(S1)[2H])C)C(=O)N